N-(3-chloro-5-(methylsulfonamido)phenyl)-1-(3-hydroxypyridin-2-yl)-5-methyl-1H-pyrrole-3-carboxamide ClC=1C=C(C=C(C1)NS(=O)(=O)C)NC(=O)C1=CN(C(=C1)C)C1=NC=CC=C1O